4-(1-(aminoethyl)phenyl)-2-oxo-7-(trifluoromethyl)-1,2-dihydroquinoline-3-carboxylic acid methyl ester hydrochloride Cl.COC(=O)C=1C(NC2=CC(=CC=C2C1C1(CC=CC=C1)CCN)C(F)(F)F)=O